2-((4-Bromophenoxy)methyl)-6-((2-methoxy-2-methylpropyloxy)methyl)-1,4-dioxane BrC1=CC=C(OCC2OC(COC2)COCC(C)(C)OC)C=C1